5-(5-((1S,2S)-2-ethylcyclopropyl)-6-vinylpyridazin-3-yl)pyrimidine C(C)[C@@H]1[C@H](C1)C=1C=C(N=NC1C=C)C=1C=NC=NC1